1-hydroxy-1-phenyl-methane-1,1-diphosphonic acid OC(P(O)(=O)O)(P(O)(=O)O)C1=CC=CC=C1